C(C)C1=NC(=CC=C1N1C[C@H](CC(C1)(F)F)CC(=O)OC(C)(C)C)C=1N=NN(C1COC1OCCCC1)C tert-butyl 2-((3S)-1-(2-ethyl-6-(1-methyl-5-(((tetrahydro-2H-pyran-2-yl)oxy)methyl)-1H-1,2,3-triazol-4-yl)pyridin-3-yl)-5,5-difluoropiperidin-3-yl)acetate